(S)-4-(methyl-(1-methyl-1H-indazol-6-yl)carbamoyl)-2-oxoimidazolidine-1-carboxylic acid tert-butyl ester C(C)(C)(C)OC(=O)N1C(N[C@@H](C1)C(N(C1=CC=C2C=NN(C2=C1)C)C)=O)=O